7-(6-fluoroquinoline-4-yl)-N-(pyridine-4-yl)spiro[3.5]nonane-2-carboxamide FC=1C=C2C(=CC=NC2=CC1)C1CCC2(CC(C2)C(=O)NC2=CC=NC=C2)CC1